BrC=1N=CC(=NC1)NC(=O)C1=CN(C=C(C1=O)C1=CC=C(C=C1)C)CC1CCOCC1 N-(5-bromopyrazin-2-yl)-5-(4-methylphenyl)-4-oxo-1-(tetrahydro-2H-pyran-4-ylmethyl)-1,4-dihydropyridine-3-carboxamide